5-(3-(2-methyl-2-butoxycarbonyl)phenyl)-bicyclo[2.2.1]Hept-2-ene CC(C)(CC)OC(=O)C=1C=C(C=CC1)C1C2C=CC(C1)C2